O=C1CCCC(N1)C(=O)O 6-oxopiperidine-2-carboxylic acid